C1(CCCC1)C1=CC(=NN1)NC1=NC(=NC=C1)NC1CCC2(CN(C2)C)CC1 N4-(5-Cyclopentyl-1H-pyrazol-3-yl)-N2-(2-methyl-2-azaspiro[3.5]nonan-7-yl)pyrimidine-2,4-diamine